ClC1=C(C(=C(C(=O)O)C=C1)NC1=CC=C(C=C1)OC)[2H] 4-Chloro-2-((4-methoxyphenyl)amino)benzoic acid-3-d